N-benzyl-1,1-bis(4-(tributylsilyl)phenyl)phosphanamine C(C1=CC=CC=C1)NP(C1=CC=C(C=C1)[Si](CCCC)(CCCC)CCCC)C1=CC=C(C=C1)[Si](CCCC)(CCCC)CCCC